(1-(1-ethoxyethyl)-1H-pyrazol-4-yl)-8-isopropoxy-[1,2,4]triazolo[1,5-c]pyrimidin-2-amine C(C)OC(C)N1N=CC(=C1)C1=NC=C(C=2N1N=C(N2)N)OC(C)C